6-(5-chloro-2-fluorophenyl)-N-{1H-pyrazolo[3,4-b]pyridin-4-yl}-2H,3H,4H-pyrido[3,2-b][1,4]-oxazin-8-amine ClC=1C=CC(=C(C1)C=1C=C(C=2OCCNC2N1)NC1=C2C(=NC=C1)NN=C2)F